COC1=C2C=CC(OC2=CC=C1NC(=O)NC1=CC2=C(NC(=N2)C2=CC(=CC=C2)OC2=CC=CC=C2)C=C1)(C)C 1-(5-methoxy-2,2-dimethyl-2H-chromen-6-yl)-3-(2-(3-phenoxyphenyl)-1H-benzo[d]imidazol-5-yl)urea